COC1=CC=C(C(=O)NNC(C(F)(F)F)=O)C=C1 4-methoxy-N'-(trifluoroacetyl)benzohydrazide